2-{7-[(3S,4S)-3-fluoro-2,2,6,6-tetramethylpiperidin-4-yl]-7H-pyrrolo[2,3-c]pyridazin-3-yl}-5-(1H-1,2,3-triazol-1-yl)phenol dihydrochloride Cl.Cl.F[C@@H]1C(NC(C[C@@H]1N1C=CC2=C1N=NC(=C2)C2=C(C=C(C=C2)N2N=NC=C2)O)(C)C)(C)C